CC(=O)N[C@@H](CCCCN)C(=O)O e-acetyl-L-lysine